gamma-(beta-glycidoxyeth-oxy)propyltrimethoxysilane C(C1CO1)OCCOCCC[Si](OC)(OC)OC